3'-Formyl-4'-hydroxy-[1,1'-biphenyl]-3-carbonitrile C(=O)C=1C=C(C=CC1O)C1=CC(=CC=C1)C#N